tert-butyl (S,E)-2-((3-(7-(dimethylamino)-2-((methoxycarbonyl)amino)-7-oxohept-5-enamido)-2-oxopyridin-1(2H)-yl)methyl)-4-neopentyl-1H-benzo[d]imidazole-1-carboxylate CN(C(/C=C/CC[C@@H](C(=O)NC=1C(N(C=CC1)CC1=NC2=C(N1C(=O)OC(C)(C)C)C=CC=C2CC(C)(C)C)=O)NC(=O)OC)=O)C